C(CCC)[Sn]CCCC.[Sn] tin dibutyl-tin